2-ethylhexyl acrylate (2-ethylhexyl Acrylate) C(C)C(CC(C(=O)O)=C)CCCC.C(C=C)(=O)OCC(CCCC)CC